4-(1-(4-(3-(1-Methyl-1H-indazol-6-yl)-1,4-dihydrothieno[2',3':4,5]cyclopenta[1,2-c]pyrazol-6-yl)phenyl)ethyl)morpholine CN1N=CC2=CC=C(C=C12)C=1C2=C(NN1)C1=C(C2)SC(=C1)C1=CC=C(C=C1)C(C)N1CCOCC1